3-Bromo-N,N-dimethyl-5-nitrobenzenesulfonamide BrC=1C=C(C=C(C1)[N+](=O)[O-])S(=O)(=O)N(C)C